trimethylstearamide chloride [Cl-].CC(CCCCCCCCCCCCCCCCC(=O)N)(C)C